C(=O)(OC(C)(C)C)NCC(C)(NC(=O)OC(C)(C)C)O N,N'-bis-Boc-2-hydroxy-propylenediamine